C(#C)C1=C(NC2=CC=C(C=C12)F)C(CC(C)C)=O 1-(3-Ethynyl-5-fluoro-1H-indol-2-yl)-3-methylbutan-1-one